Cl.O=C1NOC[C@H]1NC(OC1=C2C(=CNC2=CC=C1)CCN(C(C)C)C(C)C)=O 3-[2-(diisopropylamino)ethyl]-1H-indol-4-yl N-[(4R)-3-oxo-1,2-oxazolidin-4-yl]carbamate hydrochloride